Cl.N1=NC(=CC=C1)N1N=CC(=C1C(F)(F)F)N 1-(pyridazin-3-yl)-5-(trifluoromethyl)-1H-pyrazol-4-amine hydrochloride